[Al].N(=O)N(O)C1=CC=CC=C1 N-nitroso-phenylhydroxylamine aluminum salt